C(CCC)[Si](OCCCCCCCCCCCC=CCCCCCCC)(C)C butyldimethylsilyloxyeicos-12-ene